C(#N)C[C@@H]1N(CCN(C1)C=1C2=C(N=C(N1)C(N[C@@H](CN(C)C)C)=O)OC(CC2)C2=CC=CC1=CC=CC=C21)C(=O)OC(C)(C)C (2S)-tert-Butyl 2-(cyanomethyl)-4-(2-(((R)-1-(dimethylamino)propan-2-yl)carbamoyl)-7-(naphthalen-1-yl)-6,7-dihydro-5H-pyrano[2,3-d]pyrimidin-4-yl)piperazine-1-carboxylate